3-Cyclopropyl-1-((6,6-difluoro-4-methylspiro[2.3]hexan-4-yl)methyl)-4-(trifluoromethyl)-1H-pyrazole-5-carboxamide C1(CC1)C1=NN(C(=C1C(F)(F)F)C(=O)N)CC1(C2(CC2)C(C1)(F)F)C